CC=1N=CC(=NC1)CC#N 2-(5-methylpyrazin-2-yl)acetonitrile